bicyclo[4.3.0]-nonanediol C12(C(CCCC2CCC1)O)O